FC=1C(=NC(=CC1)NC1=NNC(=C1)C)CC1CCN(CC1)C1(CC1)C1=C(C=CC=C1)C(F)(F)F 4-((3-fluoro-6-((5-methyl-1H-pyrazol-3-yl)amino)pyridin-2-yl)-methyl)-1-(1-(2-(trifluoromethyl)-phenyl)cyclopropyl)piperidine